FC1=C(C#N)C=C(C=C1)[N+](=O)[O-] 2-fluoro-5-nitro-benzonitrile